CC1=NC2=CC=C(C(=C2NC1=O)C)CN1CCN(CC1)C=1C=CC(=NC1F)C(=O)OC methyl 5-[4-[(2,5-dimethyl-3-oxo-4H-quinoxalin-6-yl)methyl] piperazin-1-yl]-6-fluoro-pyridine-2-carboxylate